Cl.N[C@@H]1CN(C[C@H](C1)C)C1=CC(=NC=C1C=1C=NN(C1)C(F)F)NC1=NC(=NC=C1)C1=C(C=C(C=C1OC)F)F N-(4-((3S,5S)-3-amino-5-methylpiperidin-1-yl)-5-(1-(difluoromethyl)-1H-pyrazol-4-yl)pyridin-2-yl)-2-(2,4-difluoro-6-methoxyphenyl)pyrimidin-4-amine hydrochloride